(E)-3-(1-(4-(trifluoromethyl)phenyl)-2,3-dihydroimidazo[1,5-a]pyridin-3-yl)acrylic acid FC(C1=CC=C(C=C1)C=1NC(N2C1C=CC=C2)/C=C/C(=O)O)(F)F